3-(3-bromo-5-morpholinophenyl)oxetan-3-ol BrC=1C=C(C=C(C1)N1CCOCC1)C1(COC1)O